NCCN1N=C(N=N1)CN1N=C(C(=C1)NC(=O)C=1C=NN2C1N=CC=C2)C2=C(C=CC(=C2)OC(F)F)OC(F)F N-[1-[[2-(2-aminoethyl)tetrazol-5-yl]methyl]-3-[2,5-bis(difluoromethoxy)phenyl]pyrazol-4-yl]pyrazolo[1,5-a]pyrimidine-3-carboxamide